(S)-2-((6-bromoquinazolin-4-yl)amino)-N-(2-morpholinoethyl)propanamide BrC=1C=C2C(=NC=NC2=CC1)N[C@H](C(=O)NCCN1CCOCC1)C